2-(2-hydroxy-4-hydroxyphenyl)-4-(tert-butylphenyl)-imidazole OC1=C(C=CC(=C1)O)C=1NC=C(N1)C1=C(C=CC=C1)C(C)(C)C